C(C)(C)C=1C=C(SC1)C1(CC1)C=1NC(C2=C(N1)CCN(C2)C(=O)OC(C)(C)C)=O tert-butyl 2-(1-(4-isopropylthiophen-2-yl)cyclopropyl)-4-oxo-3,5,7,8-tetrahydropyrido[4,3-d]pyrimidine-6(4H)-carboxylate